N-(5-(chloromethyl)-4-fluorothiazol-2-yl)acetamide ClCC1=C(N=C(S1)NC(C)=O)F